ClC1=C(C=C(C=C1)NC(=O)NC1=CC=C(C=C1)OC1=CC=NC2=CC(=C3C(=C12)OCCO3)OCCOC)C(F)(F)F 1-(4-chloro-3-(trifluoromethyl)phenyl)-3-(4-((5-(2-methoxyethoxy)-2,3-dihydro-[1,4]dioxino[2,3-f]quinolin-10-yl)oxy)phenyl)urea